1-fluoro-N-phenylmethanesulfenamide FCSNC1=CC=CC=C1